tert-butyl N-methyl-N-[7-oxo-6-[2-oxo-2-(pyrimidin-2-ylamino)ethyl]spiro[5H-thieno[2,3-c]pyridine-4,1'-cyclopropane]-2-yl]carbamate CN(C(OC(C)(C)C)=O)C1=CC2=C(C(N(CC23CC3)CC(NC3=NC=CC=N3)=O)=O)S1